9-(2-Oxo-1,2-dihydroquinolin-4-yl)-2,9-diazaspiro[5.5]undecane O=C1NC2=CC=CC=C2C(=C1)N1CCC2(CCCNC2)CC1